3-[(3-chloro-2-methoxyphenyl)amino]-2-{2-[(1,5-dimethylpyrazol-3-yl)amino]pyrimidin-4-yl}-1H,5H,6H,7H-pyrrolo[3,2-c]pyridin-4-one ClC=1C(=C(C=CC1)NC1=C(NC2=C1C(NCC2)=O)C2=NC(=NC=C2)NC2=NN(C(=C2)C)C)OC